2-(3,6-dichloro-5-methylpyridazin-4-yl)ethan-1-ol ClC=1N=NC(=C(C1CCO)C)Cl